S1C=C(C2=C1CCCC2)C#N 4,5,6,7-tetrahydro-1-benzothiophene-3-carbonitrile